Propylamide Dihydrochloride Cl.Cl.C(CC)[NH-]